[O-]CC.[O-]CC.[O-]CC.[Cl-].[Hf+4] Hafnium chloride triethoxide